FCCO 2-Fluoroethane-1-ol